OCC(CO)N1C=NC(=C1C=1C=CC=2N(C1)C(=CN2)C(=O)N)C2=CC=C(C=C2)F 6-(1-(1,3-dihydroxypropan-2-yl)-4-(4-fluorophenyl)-1H-imidazol-5-yl)imidazo[1,2-a]pyridine-3-carboxamide